ClC1=NC=C(C=C1)C=1N(C=C(N1)C(F)(F)F)C chloro-5-(1-methyl-4-(trifluoromethyl)-1H-imidazol-2-yl)pyridine